CC1=C(C(=CC(=C1)C)C)C#C 2,4,6-trimethylphenylacetylene